tert-Butyl 4-[4-[4-[2-[tert-butyl(dimethyl)silyl]oxy-1-(5-fluoro-2-pyridyl)ethoxy]-3-fluoro-pyrazolo[1,5-a]pyridin-6-yl]-5-methyl-triazol-1-yl]piperidine-1-carboxylate [Si](C)(C)(C(C)(C)C)OCC(OC=1C=2N(C=C(C1)C=1N=NN(C1C)C1CCN(CC1)C(=O)OC(C)(C)C)N=CC2F)C2=NC=C(C=C2)F